C1(CCCC1)N(C(=O)OCC=1C(=NOC1C1=CC=C(O[C@H]2C[C@H](CCC2)CC(=O)O)C=C1)C)C |r| (±)-(cis)-2-(3-(4-(4-(((cyclopentyl-(methyl)carbamoyl)oxy)methyl)-3-methylisoxazol-5-yl)phenoxy)cyclohexyl)acetic acid